4-(3-amino-3-methylazetidine-1-carbonyl)-3-(sec-butyl)-1,3,4,5-tetrahydro-2H-benzo[1,4]diazepin-2-one NC1(CN(C1)C(=O)N1C(C(NC2=C(C1)C=CC=C2)=O)C(C)CC)C